3-(1-methyl-1H-tetrazole-5-ylsulfanylmethyl)-3-cephem-4-carboxylic acid CN1N=NN=C1SCC=1CS[C@H]2N(C1C(=O)O)C(C2)=O